(R)-N-((1H-pyrrolo[3,2-c]pyridine-2-yl)methyl)-2-(3-((1-(dibenzo[b,d]furan-2-yl)ethyl)amino)-5-methyl-2-oxopyrazin-1(2H)-yl)acetamide N1C(=CC=2C=NC=CC21)CNC(CN2C(C(=NC(=C2)C)N[C@H](C)C2=CC1=C(OC3=C1C=CC=C3)C=C2)=O)=O